C1(=CC=CC=C1)C=1N=NN(C1)CC(=O)O 2-(4-phenyl-1H-1,2,3-triazol-1-yl)acetic acid